OC[C@@H]1CC[C@H](CC1)NC(OC(C)(C)C)=O tert-butyl (4-(hydroxymethyl)trans-cyclohexyl)carbamate